FC1(CC2(CN(C2)C=2C=C3CCN(CC3=CC2)C(=O)NC2=CNC3=CC=CC=C23)C1)F 6-(6,6-difluoro-2-azaspiro[3.3]heptane-2-yl)-N-(1H-indol-3-yl)-3,4-dihydroisoquinoline-2(1H)-carboxamide